NC=1C(=NC2=C(C=CC=C2C1C1=C(C(=CC=C1C)O)C)C(F)(F)F)C(=O)N (M)-3-Amino-4-(3-hydroxy-2,6-dimethylphenyl)-8-(trifluoromethyl)quinoline-2-carboxamide